4-({(4-carboxybutyl)[2-(2-{[4-(2-phenylethyl)benzyl]oxy}phenyl)ethyl]amino}methyl)benzoic acid C(=O)(O)CCCCN(CCC1=C(C=CC=C1)OCC1=CC=C(C=C1)CCC1=CC=CC=C1)CC1=CC=C(C(=O)O)C=C1